tert-butyl N-tert-butoxycarbonyl-N-[7-[[2-[ethyl(1-isoquinolylmethyl)amino]-2-oxo-acetyl]amino]-2-tetrahydropyran-2-yl-pyrazolo[4,3-c]pyridin-4-yl]carbamate C(C)(C)(C)OC(=O)N(C(OC(C)(C)C)=O)C1=NC=C(C=2C1=CN(N2)C2OCCCC2)NC(C(=O)N(CC2=NC=CC1=CC=CC=C21)CC)=O